(4S)-2-(2-(2-hydroxyphenyl)-4,5-dihydrothiazol-4-yl)-4-methyl-thiazolidine-4-carboxylic acid OC1=C(C=CC=C1)C=1SCC(N1)C1SC[C@@](N1)(C(=O)O)C